methyl 6-(1-(adamantan-1-ylmethyl)-5-methyl-1H-pyrazol-4-yl)-2-((5-(benzo[d]thiazol-2-ylcarbamoyl)thiazol-2-yl)amino)quinoline-5-carboxylate C12(CC3CC(CC(C1)C3)C2)CN2N=CC(=C2C)C2=C(C=3C=CC(=NC3C=C2)NC=2SC(=CN2)C(NC=2SC3=C(N2)C=CC=C3)=O)C(=O)OC